4,4,4-trifluorobutyryl chloride FC(CCC(=O)Cl)(F)F